FC1=C(OC2=C(C=CC=C2)O)C(=CC(=C1)C=1C(=NC=CC1)OCCC)F [2,6-difluoro-4-(2-propoxy-3-pyridinyl)phenoxy]phenol